FC1=CC=C(C=C1)N1C[C@@H]2CN(C[C@H]2C1)C(=O)OC(C)(C)C tert-butyl (3aR,6aR)-2-(4-fluorophenyl)-1,3,3a,4,6,6a-hexahydropyrrolo[3,4-c]pyrrole-5-carboxylate